NC1=NNC(C2=C1N(C=C2[C@@H]2CN(CC2)C(C#CC)=O)C2=CC=C(C=C2)OC2=C(C=CC=C2)F)=O (R)-7-amino-3-(1-(but-2-ynoyl)pyrrolidin-3-yl)-1-(4-(2-fluorophenoxy)phenyl)-1,5-dihydro-4H-pyrrolo[2,3-d]pyridazin-4-one